N-[(2-aminoquinolin-7-yl)methyl]-N-(2-sulfamoylphenyl)acetamide tert-Butyl-N-[7-({N-[2-(benzylsulfanyl)phenyl]acetamido}methyl)quinolin-2-yl]carbamate C(C)(C)(C)OC(NC1=NC2=CC(=CC=C2C=C1)CN(C(C)=O)C1=C(C=CC=C1)SCC1=CC=CC=C1)=O.NC1=NC2=CC(=CC=C2C=C1)CN(C(C)=O)C1=C(C=CC=C1)S(N)(=O)=O